ClC1=CC=C(CC2=CC(=CC(=N2)OC2CCN(CC2)C(=O)O)C(F)(F)F)C=C1 4-((6-(4-chlorobenzyl)-4-(trifluoromethyl)pyridin-2-yl)oxy)piperidine-1-carboxylic acid